NC=1C=C(C=C(C1)C1CC1)C1=C(C=C(C=C1)F)C(=O)N1CC(C1)(F)F [2-(3-amino-5-cyclopropylphenyl)-5-fluorophenyl]-(3,3-difluoroazetidin-1-yl)methanone